S(=O)(=O)([O-])S(=O)(=O)[O-].[NH4+].[NH4+] ammonium metabisulfate